OCCC=1N=NN(C1)C1=CC=C(C(=O)N)C=C1 4-[4-(2-hydroxyethyl)-1H-1,2,3-triazol-1-yl]benzamide